NC=1C=CC2=C(C(=NOC2=O)C)C1 6-amino-4-methyl-1H-benzo[d][1,2]oxazin-1-one